ClC=1C(=C(C=CC1F)C(=O)C1CCN(CC1)C1(CC1)C(F)(F)F)F (3-chloro-2,4-difluorophenyl)(1-(1-(trifluoromethyl)cyclopropyl)piperidin-4-yl)-methanone